tert-butyl N-[(1R,2S,4R)-4-(dimethylamino)-2-fluorocyclohexyl]carbamate CN([C@H]1C[C@@H]([C@@H](CC1)NC(OC(C)(C)C)=O)F)C